C(C)(C)(C)OC(=O)N1CC(OCC1)CC#CC(=O)O 4-(4-(tert-butoxycarbonyl)morpholin-2-yl)but-2-ynoic acid